5-(1-(8-chloroimidazo[1,2-a]pyridin-6-yl)-3,3-dimethoxycyclobutyl)-4-methyl-4H-1,2,4-triazole-3-thiol ClC=1C=2N(C=C(C1)C1(CC(C1)(OC)OC)C=1N(C(=NN1)S)C)C=CN2